COC1=CC=2C3=C(C(NC2C(=C1)C)=O)C=CS3 8-methoxy-6-methylthieno[3,2-c]quinolin-4(5H)-one